tert-butyl N-methyl-N-(2-oxospiro[3.5]nonan-7-yl)carbamate CN(C(OC(C)(C)C)=O)C1CCC2(CC(C2)=O)CC1